BrC1=CC(=C(C(=C1)F)NC(=O)C=1N(N=C(C1)C(F)(F)F)C1=NC=CC=C1Cl)C(N)=O N-(4-bromo-2-carbamoyl-6-fluoro-phenyl)-2-(3-chloro-2-pyridyl)-5-(trifluoromethyl)pyrazole-3-carboxamide